3-((4-(methoxycarbonyl)-3-(6-azaspiro[2.5]octan-6-yl)phenyl)thio)azetidine-1-carboxylic acid tert-butyl ester C(C)(C)(C)OC(=O)N1CC(C1)SC1=CC(=C(C=C1)C(=O)OC)N1CCC2(CC2)CC1